tert-butyl (R)-4-(1-((7-methoxy-2-methylimidazo[1,2-a]pyrimidin-6-yl)carbamoyl)-2,3-dihydro-1H-pyrrolo[2,3-b]pyridin-4-yl)-2-methylpiperazine-1-carboxylate COC1=NC=2N(C=C1NC(=O)N1CCC=3C1=NC=CC3N3C[C@H](N(CC3)C(=O)OC(C)(C)C)C)C=C(N2)C